CN(C(=O)C1=NN(C=N1)C1=CC=C(C=C1)C)C=1SC=CN1 N-methyl-N-(thiazol-2-yl)-1-(p-tolyl)-1H-1,2,4-triazole-3-carboxamide